N1=CN=CC2=C1NC=C2C=2SC1=NC=CC=C1N2 2-(7H-pyrrolo[2,3-d]pyrimidin-5-yl)thiazolo[5,4-b]pyridine